(S)-1-(4-fluorophenyl)-7-hydroxy-3,4-dihydroisoquinoline-2(1H)-carboxylic acid tert-butyl ester C(C)(C)(C)OC(=O)N1[C@H](C2=CC(=CC=C2CC1)O)C1=CC=C(C=C1)F